4-(4-methyl-1,2,3,4-tetrahydropyrazino[1,2-b]indazol-8-yl)piperazine CC1CNCC=2N1N=C1C=C(C=CC21)N2CCNCC2